(5Z,8Z,11Z)-5,8,11-Eicosatrienoic acid C(CCC\C=C/C\C=C/C\C=C/CCCCCCCC)(=O)O